FC(C=1C=C2C(=NC=NC2=CC1)N1CC(CCC1)CNS(=O)(=O)C)(F)F N-((1-(6-(TRIFLUOROMETHYL)QUINAZOLIN-4-YL)PIPERIDIN-3-YL)METHYL)METHANESULFONAMIDE